O.C(C1=CC=CC=C1)#N benzonitrile hydrate